SCCCCC(=O)O 5-mercaptopentanoic acid